CC1=C(C(=CC(=C1)C)C)N1C(N(CC1)C1=C(C=C(C=C1C)C)C)=[Ru](CC1=C(C=CC=C1)OC(C)C)(Cl)Cl [1,3-bis-(2,4,6-trimethylphenyl)-2-imidazolidinylidene]dichloro(o-isopropoxyphenylmethyl)ruthenium